ammonium formate, ammonium salt [NH4+].C(=O)[O-].[NH4+].C(=O)[O-]